5-(1H-imidazol-1-yl)-2-(3-((2,2,6,6-tetramethylpiperidin-4-yl)oxy)-1,2,4-triazin-6-yl)phenol N1(C=NC=C1)C=1C=CC(=C(C1)O)C1=CN=C(N=N1)OC1CC(NC(C1)(C)C)(C)C